C(C)(C)(C)C1=NCC=C(C1)B1OC(C(O1)(C)C)(C)C tert-butyl-4-(4,4,5,5-tetramethyl-1,3,2-dioxaborolan-2-yl)-3,6-dihydro-pyridine